ethane-1,2-diylbis(Nitrogen) C(C[N])[N]